3-[(1R)-1-(2,6-Difluorophenyl)ethoxy]-5-[(3R)-5',6'-dihydrospiro[pyrrolidine-3,4'-pyrrolo[1,2-b]pyrazol]-2'-yl]pyridin-2-amine hydrogen chloride Cl.FC1=C(C(=CC=C1)F)[C@@H](C)OC=1C(=NC=C(C1)C=1C=C2N(N1)CC[C@]21CNCC1)N